(S)-N-(3-aminopropyl-3,3-d2)-2-(4-(4-chlorophenyl)-2,3,9-trimethyl-6H-thieno[3,2-f][1,2,4]triazolo[4,3-a][1,4]diazepin-6-yl)acetamide hydrochloride Cl.NC(CCNC(C[C@H]1C=2N(C3=C(C(=N1)C1=CC=C(C=C1)Cl)C(=C(S3)C)C)C(=NN2)C)=O)([2H])[2H]